(R)-4-(5-(2-methylpiperazine-1-carbonyl)-1-(p-tolyl)-1H-benzo[d]imidazol-2-yl)benzonitrile C[C@H]1N(CCNC1)C(=O)C1=CC2=C(N(C(=N2)C2=CC=C(C#N)C=C2)C2=CC=C(C=C2)C)C=C1